CC=1NC2=CC=C(C=C2C1)CNC(OC(C)(C)C)=O tert-Butyl ((2-Methyl-1H-indol-5-yl)methyl)carbamate